tert-butyl (S)-5-amino-4-(1-benzyl-6'-oxo-1',2',6',8'-tetrahydro-7'H-spiro[piperidine-4,3'-pyrrolo[3,4-g]indol]-7'-yl)-5-oxopentanoate NC([C@H](CCC(=O)OC(C)(C)C)N1C(C2=CC=C3C4(CNC3=C2C1)CCN(CC4)CC4=CC=CC=C4)=O)=O